FC1CN(CC1)CCNC(OC(C)(C)C)=O tert-butyl (2-(3-fluoropyrrolidin-1-yl)ethyl)carbamate